2,5-Dibromo-4-methylbenzoic acid BrC1=C(C(=O)O)C=C(C(=C1)C)Br